CC=1C(N(C(C1C)=O)C(=O)[O-])=O 3,4-dimethyl-2,5-dioxo-2,5-dihydro-1H-pyrrole-1-carboxylate